FC1=CC(=CC2=CC=3C[C@@](CCC3N=C12)(C(C)C)F)C(=O)N[C@H](CCN1CCC(CC1)O)C=1C=NC(=CC1)C1=CN=NC=C1 1-[(3R)-3-({[(7S)-4,7-difluoro-7-(1-methylethyl)-5,6,7,8-tetrahydroacridin-2-yl]carbonyl}amino)-3-(6-pyridazin-4-ylpyridin-3-yl)propyl]-4-hydroxypiperidine